N-((1R,3r,5S,6r)-3-(6-chloro-1H-indazol-4-yl)-3-hydroxybicyclo[3.1.0]hexan-6-yl)-5-methylisoxazole-3-carboxamide ClC1=CC(=C2C=NNC2=C1)C1(C[C@H]2C([C@H]2C1)NC(=O)C1=NOC(=C1)C)O